O[C@H](CC/C(=C/CC=1C(=C2C(C(=C(OC2=CC1OCOC)C1=CC=C(C=C1)OCOC)OCOC)=O)O)/C)C(C)(C)O (R,E)-6-(6,7-dihydroxy-3,7-dimethyloct-2-en-1-yl)-5-hydroxy-3,7-bis(methoxymethoxy)-2-(4-(methoxymethoxy)phenyl)-4H-chromen-4-one